5-(1,1-difluoro-2-((1R,3s,5S)-3-hydroxy-8-azabicyclo[3.2.1]octan-8-yl)-2-oxoethyl)-2,4-difluoro-N-(4-fluoro-3-methylphenyl)benzamide FC(C(=O)N1[C@H]2CC(C[C@@H]1CC2)O)(F)C=2C(=CC(=C(C(=O)NC1=CC(=C(C=C1)F)C)C2)F)F